BrCC(=O)C(I)I 1-bromo-3,3-diiodoacetone